C(#N)C=1C=C(C(=NC1)C(=O)NC=1N=CC2=C(N1)C(=NN2C2OCCCC2)C2=COC=C2)C 5-Cyano-N-(3-(furan-3-yl)-1-(tetrahydro-2H-pyran-2-yl)-1H-pyrazolo[4,3-d]pyrimidin-5-yl)-3-methylpicolinamide